octadecanoic acid, potassium salt [K+].C(CCCCCCCCCCCCCCCCC)(=O)[O-]